ClC1=CC2=C(C3=C(O2)C=C2C=C4OC5=C(C4=CC2=C3)C=CC(=C5)Cl)C=C1 3,10-dichloronaphtho[2,3-b:7,6-b']bis-benzofuran